FC(S(=O)(=O)OC1=CC(=C(C=C1)C)C=1C=CC=2N(C1)C=C(N2)NC(=O)[C@H]2[C@H](C2)F)(F)F 3-(2-((1S,2S)-2-fluorocyclopropane-1-carboxamido)imidazo[1,2-a]pyridin-6-yl)-4-methylphenyl trifluoromethanesulfonate